1-(TERT-BUTOXYCARBONYL)-2-OXOINDOLIN-5-YLBORONIC ACID C(C)(C)(C)OC(=O)N1C(CC2=CC(=CC=C12)B(O)O)=O